2-(2-hydroxypyridin-4-yl)-1H-naphthalen OC1=NC=CC(=C1)C1CC2=CC=CC=C2C=C1